ClC1=C(C=CC=C1C1NCCC2=C1N=C(N2C)C(=O)N)C2=C(C(=CC=C2)C2NCCC1=C2N=C(N1C)C(=O)N)C (2-chloro-2'-methyl-[1,1'-biphenyl]-3,3'-diyl)bis(1-methyl-4,5,6,7-tetrahydro-1H-imidazo[4,5-c]pyridine-2-carboxamide)